N-benzyl-4-(4-methoxyphenoxy)aniline C(C1=CC=CC=C1)NC1=CC=C(C=C1)OC1=CC=C(C=C1)OC